N1-[4-(benzyloxy)butyl]-4-bromo-3-methylbenzene-1,2-diamine C(C1=CC=CC=C1)OCCCCNC=1C(=C(C(=CC1)Br)C)N